CO\N=C(\C(=O)NC)/C1=C(C(=CC=C1)C)CO/N=C(/C#CC1=CC=C(C=C1)OC(F)(F)F)\C (2e)-2-Methoxyimino-N-methyl-2-[3-methyl-2-[[(E)-[1-methyl-3-[4-(trifluorometh-oxy)phenyl]prop-2-ynylidene]amino]oxymethyl]phenyl]acetamide